(R)-2-azido-3-(3-(2,2-difluorobenzo[d][1,3]dioxolan-4-yl)phenyl)propanoic acid N(=[N+]=[N-])[C@@H](C(=O)O)CC1=CC(=CC=C1)C1=CC=CC=2OC(OC21)(F)F